CC1CN(CC(O1)C)CCC1C(C=CC=C1)C 2-(2-(2,6-dimethylmorpholinyl)ethyl)-1-methyl-1H-benzene